FC(C1=NN(C=C1NC(=O)C1=NC(=CC=C1)C=1C=NN(C1)CC(F)(F)F)C1CN(C1)C1CCN(CC1)C(C(C)(C)O)=O)F N-(3-(difluoromethyl)-1-(1-(1-(2-hydroxy-2-methylpropanoyl)piperidin-4-yl)azetidin-3-yl)-1H-pyrazol-4-yl)-6-(1-(2,2,2-trifluoroethyl)-1H-pyrazol-4-yl)-2-pyridineamide